OCC1CC(C2=NC(=CC=C2O1)C)O (hydroxymethyl)-6-methyl-2H,3H-pyrano[3,2-b]pyridin-4-ol